NC1=C(C=C(C=C1)OC(F)(F)F)NC=1C=CC(=NC1)NC(=O)C1=CC=C(C(=O)OC)C=C1 methyl 4-((5-((2-amino-5-(trifluoromethoxy)phenyl)amino)pyridin-2-yl)carbamoyl)benzoate